(2S,3R)-3-amino-2-hydroxy-4-phenyl-N-[(1S)-2-phenyl-1-(1H-tetrazol-5-yl)ethyl]butanamide N[C@@H]([C@@H](C(=O)N[C@@H](CC1=CC=CC=C1)C1=NN=NN1)O)CC1=CC=CC=C1